ClC1=NC=C(C(=C1)NC1CCC(CC1)C(C)(C)O)C1=NC=C(N=C1)N1CCC(CC1)(F)F 2-((1s,4s)-4-((2-Chloro-5-(5-(4,4-difluoropiperidin-1-yl)pyrazin-2-yl)pyridin-4-yl)amino)cyclohexyl)propan-2-ol